C(N)(=O)C1CCN(CC1)C[C@H](C(C)C)NC(=O)[C@@H]1NCC2=CC(=CC=C2C1)O (3R)-N-{(1S)-1-[(4-carbamoylpiperidin-1-yl)methyl]-2-methylpropyl}-7-hydroxy-1,2,3,4-tetrahydroisoquinoline-3-carboxamide